5-[(3S)-2-[1-(5-fluoro-4-methylsulfanyl-pyrimidin-2-yl)piperidine-4-carbonyl]isoxazolidin-3-yl]pyridin-3-one FC=1C(=NC(=NC1)N1CCC(CC1)C(=O)N1OCC[C@H]1C1=CC(CN=C1)=O)SC